C(C)(C)(C)OC(=O)N1C(COCCC1)C1=C(C=CC(=C1)C(=O)OC)Cl 3-(2-chloro-5-methoxycarbonyl-phenyl)-1,4-oxazepan-4-carboxylic acid tert-butyl ester